[Si](C)(C)(C(C)(C)C)OCCCOC1=NN(C=C1[N+](=O)[O-])C1CCOC2(CC2)C1 3-(3-((tert-butyl-dimethylsilyl)oxy)propoxy)-4-nitro-1-(4-oxaspiro[2.5]octan-7-yl)-1H-pyrazole